tin manganese oxide [O-2].[Mn+2].[Sn+4].[O-2].[O-2]